2-[3-methyl-1-(oxetan-3-yl)-1H-pyrazolo[3,4-b]pyrazin-6-yl]-6-[2-(trifluoromethyl)pyridin-4-yl]-2,6-diazaspiro[3.4]octan-7-one CC1=NN(C2=NC(=CN=C21)N2CC1(C2)CN(C(C1)=O)C1=CC(=NC=C1)C(F)(F)F)C1COC1